tert-butyl carbamate potassium salt [K].C(N)(OC(C)(C)C)=O